N-(5-((6-((R)-3-(3,4-dichloro-2-fluorophenyl)isoxazolidine-2-yl)pyrimidine-4-yl)amino)-4-methoxy-2-((S)-3-morpholinopyrrolidine-1-yl)phenyl)acrylamide ClC=1C(=C(C=CC1Cl)[C@@H]1N(OCC1)C1=CC(=NC=N1)NC=1C(=CC(=C(C1)NC(C=C)=O)N1C[C@H](CC1)N1CCOCC1)OC)F